3-[2-[methyl-(propyl)amino]ethyl]-1H-indol-4-ol CN(CCC1=CNC=2C=CC=C(C12)O)CCC